C1(CC1)CN(C(=O)N1CCN(CC1)C(CC[C@@H](C)[C@H]1CC[C@H]2[C@@H]3CC[C@H]4C[C@H](CC[C@@]4([C@H]3CC[C@]12C)C)O)=O)C N-(cyclopropylmethyl)-4-((R)-4-((3S,5S,8R,9S,10S,13R,14S,17R)-3-hydroxy-10,13-dimethylhexadecahydro-1H-cyclopenta[a]phenanthren-17-yl)pentanoyl)-N-methylpiperazine-1-carboxamide